NC1=C(C=C(C=C1)N1CCC(CC1)CCN1CCC(CC1)NC(OCC1=CC=CC=C1)=O)F benzyl (1-(2-(1-(4-amino-3-fluorophenyl)piperidin-4-yl)ethyl)piperidin-4-yl)carbamate